1-(6,8-dichloroquinazolin-4-yl)piperidine-3-carboxylic acid methyl ester COC(=O)C1CN(CCC1)C1=NC=NC2=C(C=C(C=C12)Cl)Cl